C1(CC1)C=1SC(=CN1)C1=CC(=NC=C1)N(C(=O)[C@@H]1CC[C@H](CC1)CC(=O)O)C[C@@H]1CC[C@H](CC1)C1=NC(=C(C=C1)OC)C 2-(trans-4-((4-(2-Cyclopropylthiazol-5-yl)pyridin-2-yl)((trans-4-(5-methoxy-6-methylpyridin-2-yl)cyclohexyl)methyl)carbamoyl)cyclohexyl)-acetic acid